dichloromethane Hydroxybenzoate OC1=C(C(=O)O)C=CC=C1.ClCCl